4-methyl-3-(4-methylcyclohexoxy)-5-(4,4,5,5-tetramethyl-1,3,2-dioxaborolan-2-yl)pyridine CC1=C(C=NC=C1B1OC(C(O1)(C)C)(C)C)OC1CCC(CC1)C